4-(2,6-dichlorobenzamido)-N-(1-((4-(2-(2,4-dioxotetrahydropyrimidin-1(2H)-yl)-1,3-dioxoisoindolin-5-yl)piperazin-1-yl)methyl)piperidin-4-yl)-1H-pyrazole-3-carboxamide ClC1=C(C(=O)NC=2C(=NNC2)C(=O)NC2CCN(CC2)CN2CCN(CC2)C=2C=C3C(N(C(C3=CC2)=O)N2C(NC(CC2)=O)=O)=O)C(=CC=C1)Cl